The molecule is a 2-methyl fatty acid anion that is the conjugate base of (2S)-2-methyl-heptadecanoic acid, obtained by deprotonation of the carboxy group; major species at pH 7.3. It is a 2-methyl fatty acid anion and a long-chain fatty acid anion. It is a conjugate base of a (2S)-2-methylheptadecanoic acid. CCCCCCCCCCCCCCC[C@H](C)C(=O)[O-]